[2H]C(C(F)(F)C=1C(=C(C=CC1)\C(\C)=N/[S@](=O)C(C)(C)C)F)(O)[2H] (NZ,R)-N-[1-[3-(2,2-dideuterio-1,1-difluoro-2-hydroxy-ethyl)-2-fluoro-phenyl]ethylidene]-2-methyl-propane-2-sulfinamide